C[C@H]1N(CCOC1)C=1N=C2N(C(C1)=O)[C@H](CCN2CC(C)=O)C(F)(F)F (R)-2-((R)-3-Methyl-morpholin-4-yl)-9-(2-oxopropyl)-6-trifluoromethyl-6,7,8,9-tetrahydro-pyrimido[1,2-a]-pyrimidin-4-one